C(C)OC=1C=C(C=CC1)C1=CN=C(O1)CCl 5-(3-ETHOXYPHENYL)-2-(CHLOROMETHYL)-1,3-OXAZOLE